1-(m-tolyl)indazole C1(=CC(=CC=C1)N1N=CC2=CC=CC=C12)C